diazoline dihydrochloride Cl.Cl.N1=NCCC1